C(CCCCC)C1=CC=C(S1)C=1SC=CC1 5'-Hexyl-2,2'-bithiophene